4-[6-[[(3R)-1-ethyl-3-piperidinyl]amino]-4-methyl-pyridazin-3-yl]-3-methoxy-benzonitrile C(C)N1C[C@@H](CCC1)NC1=CC(=C(N=N1)C1=C(C=C(C#N)C=C1)OC)C